3-hydroxy-6-(4-(4-methylpiperazin-1-yl)butyl)pyridinecarbaldehyde OC=1C(=NC(=CC1)CCCCN1CCN(CC1)C)C=O